NC1=C(C(=NC=N1)OC1=C(C=C(C=C1)NC(=O)C=1C=NN(C1C(F)(F)F)C1=NC=NC=C1)F)Cl N-[4-(6-amino-5-chloro-pyrimidin-4-yl)oxy-3-fluoro-phenyl]-1-pyrimidin-4-yl-5-(trifluoromethyl)pyrazole-4-carboxamide